ClC1=C(C=CC(=N1)C(=O)NC)N1CCN(CC1)CC=1C=C2NC(C(=NC2=C(C1)F)C)=O 6-chloro-5-(4-((8-fluoro-2-methyl-3-oxo-3,4-dihydroquinoxalin-6-yl)methyl)piperazin-1-yl)-N-methylpyridineamide